N(CCNCCNC(CCCCCCC\C=C/C\C=C/CCCCC)=O)CCNCCNC(CCCCCCC\C=C/C\C=C/CCCCC)=O (9Z,9'Z,12Z,12'Z)-N,N'-(((azanediylbis(ethane-2,1-diyl))bis(azanediyl))bis(ethane-2,1-diyl))bis(octadeca-9,12-dienamide)